C(C1=CC=CC=C1)OC1=CC(=C(C=C1)NC(=O)C1=C(C=NN1CC1CN(CCO1)C(=O)C1CC1)Cl)C N-(4-(benzyloxy)-2-methylphenyl)-4-chloro-1-((4-(cyclopropanecarbonyl)morpholin-2-yl)methyl)-1H-pyrazole-5-carboxamide